1-(5-(2-fluorophenyl)-6-(3-fluoropyridin-4-yl)-1,2,4-triazin-3-yl)-3-methylurea FC1=C(C=CC=C1)C=1N=C(N=NC1C1=C(C=NC=C1)F)NC(=O)NC